(2-(3-(2,5-dioxo-2,5-dihydro-1H-pyrrol-1-yl)propionylamino)ethyl)carbamic acid tert-butyl ester C(C)(C)(C)OC(NCCNC(CCN1C(C=CC1=O)=O)=O)=O